1-(m-tolyl)-1H-imidazole-4-carbaldehyde C1(=CC(=CC=C1)N1C=NC(=C1)C=O)C